(2S,3S)-N-(5-fluoropyridin-2-yl)-3-hydroxypyrrolidine-2-carboxamide FC=1C=CC(=NC1)NC(=O)[C@H]1NCC[C@@H]1O